CC=1C=C(C=CC1)[C@H](C1CCN(CC1)C(=O)C=1C=CC2=C(NC(CO2)=O)C1)C1=CC=CC=C1 6-[4-[(R)-(3-methylphenyl)-phenylmethyl]piperidine-1-carbonyl]-4H-1,4-benzoxazin-3-one